O1CCC(=CC1)C=1C=CC(=NC1)C(=O)OC methyl 5-(3,6-dihydro-2H-pyran-4-yl)picolinate